NCCCN(C1=C(C(=C(C(=N1)SC(C(=O)N)C1=CC=CC=C1)C#N)CC)C#N)C 2-((6-((3-aminopropyl)(methyl)amino)-3,5-dicyano-4-ethylpyridin-2-yl)thio)-2-phenylacetamide